3'-(aminomethyl)-5-(6-azaspiro[3.4]octane-6-yl)-[1,1'-biphenyl] NCC=1C=C(C=CC1)C1=CC=CC(=C1)N1CC2(CCC2)CC1